oxaheptene O=CCCCCC